CC1=NNC2=CC(=CC=C12)/C=C/C(=O)N[C@H]1[C@H](COC2=CC=CC=C12)C (E)-3-(3-methyl-1H-indazol-6-yl)-N-((3r,4s)-3-methylchroman-4-yl)acrylamide